Cl.[C@H]12N(CCN[C@H]2CC1)C=1C(C=2C(N(C1CC)CC(=O)OCC)=NN(N2)C2=CC(=NC=C2)OC)=O ethyl 2-(6-((1S,6S)-2,5-diazabicyclo[4.2.0]octan-2-yl)-5-ethyl-2-(2-methoxypyridin-4-yl)-7-oxo-2,7-dihydro-4H-[1,2,3]triazolo[4,5-b]pyridin-4-yl)acetate hydrochloride